N1(CCCC1)C1CCN(CC1)CCCNC1=C2C(=NC(=C1)C1=CC=C(C=C1)C(F)(F)F)C=CS2 N-(3-(4-(pyrrolidin-1-yl)piperidin-1-yl)propyl)-5-(4-(trifluoromethyl)phenyl)thieno[3,2-b]pyridin-7-amine